N,N'-bis(4-nitrophenyl)-N,N'-diphenyl-1,4-phenylenediamine [N+](=O)([O-])C1=CC=C(C=C1)N(C1=CC=C(C=C1)N(C1=CC=CC=C1)C1=CC=C(C=C1)[N+](=O)[O-])C1=CC=CC=C1